ClC1=C(N=C(S1)C=1C(=NC=CC1)OCC)C(=O)O 5-chloro-2-(2-ethoxypyridin-3-yl)thiazole-4-carboxylic acid